NC=1SC2=C(N1)C=C(C=C2)C2N(CC(CC2)C)C(C(=O)NC=2C=NC(=C(C2)C)C)=O 2-(2-(2-aminobenzo[d]thiazol-5-yl)-5-methylpiperidin-1-yl)-N-(5,6-dimethylpyridin-3-yl)-2-oxoacetamide